ethyl 7-fluoro-2,4-dioxo-1,2,3,4-tetrahydroquinoline-3-carboxylate FC1=CC=C2C(C(C(NC2=C1)=O)C(=O)OCC)=O